(R)-4-(4-bromo-2-(trifluoromethoxy)phenyl)-2-methyl-N-(1-methylpiperidin-3-yl)pyrazolo[1,5-d][1,2,4]triazin-7-amine formate C(=O)O.BrC1=CC(=C(C=C1)C=1C=2N(C(=NN1)N[C@H]1CN(CCC1)C)N=C(C2)C)OC(F)(F)F